BrC1=NC(=C(C(=C1O)Br)F)Cl 2,4-dibromo-6-chloro-5-fluoropyridin-3-ol